C(C(=C)C)(=O)OCCN=C=O 2-isocyanatoethyl methacrylate